tert-butyl (S)-4-(5-cyclopropyl-7-(5-methylpyridin-3-yl)-7H-pyrrolo[2,3-d]pyrimidin-4-yl)-2-methylpiperazine-1-carboxylate C1(CC1)C1=CN(C=2N=CN=C(C21)N2C[C@@H](N(CC2)C(=O)OC(C)(C)C)C)C=2C=NC=C(C2)C